N-((1R)-3-cyano-3-azabicyclo[3.2.0]heptan-1-yl)-5-(3-(4-fluorophenoxy)pyridin-4-yl)thiazole-2-carboxamide C(#N)N1C[C@]2(CCC2C1)NC(=O)C=1SC(=CN1)C1=C(C=NC=C1)OC1=CC=C(C=C1)F